8-cyclopentyl-2-(5-{2-[2-(5-methyl-pyridin-2-yl)-ethoxy]-ethoxy}-pyridin-2-ylamino)-8H-pyrido[2,3-d]Pyrimidin-7-one C1(CCCC1)N1C(C=CC2=C1N=C(N=C2)NC2=NC=C(C=C2)OCCOCCC2=NC=C(C=C2)C)=O